C1(=CC=CC=C1)S(=O)(=O)N1CCC2=CC(=CC=C12)C=CC(=O)NO 3-(1-benzenesulfonyl-2,3-dihydro-1H-indol-5-yl)-N-hydroxy-acrylamide